[O-2].[Mg+2] Magnesium Oxid